ClC1=CC=C(C=C1)CNC(=O)C1=CC=2C(=NC=C(N2)N2C(N(CC2)CC(=O)OC(C)(C)C)=O)N(C1=O)CC(=O)N1CC(C1)(C)C tert-butyl [3-(7-{[(4-chlorophenyl)methyl]carbamoyl}-5-[2-(3,3-dimethylazetidin-1-yl)-2-oxoethyl]-6-oxo-5,6-dihydropyrido[2,3-b]pyrazin-2-yl)-2-oxoimidazolidin-1-yl]acetate